CC1(CCNCC1)NC(OC(C)(C)C)=O tertbutyl (4-methylpiperidin-4-yl)carbamate